2-(2,6-dioxopiperidin-3-yl)-5-((1r,3r)-3-((5-((5-((5-(5-methyl-5H-pyrido[4,3-b]indol-7-yl)pyridin-2-yl)oxy)pentyl)oxy)pentyl)oxy)cyclobutoxy)isoindoline-1,3-dione O=C1NC(CCC1N1C(C2=CC=C(C=C2C1=O)OC1CC(C1)OCCCCCOCCCCCOC1=NC=C(C=C1)C=1C=CC=2C3=C(N(C2C1)C)C=CN=C3)=O)=O